meta-coumaryl alcohol C(\C=C\C1=CC(=CC=C1)O)O